D-gluconic acid (D-gluconate) O=C([C@H](O)[C@@H](O)[C@H](O)[C@H](O)CO)O.O=C([C@H](O)[C@@H](O)[C@H](O)[C@H](O)CO)O